FC1=CC=C(C=C1)C=CC1=CC(=C(C(=C1C(=O)O)O)CC=C(C)C)OC(C)C 6-(4-fluorophenylvinyl)-2-hydroxy-4-isopropoxy-3-(3-methylbut-2-en-1-yl)benzoic acid